ClC=1C=C(C=CC1)CC1(C(C(N(C1)CC1=CC=C(C=C1)OC)=O)(F)F)O (3-chlorophenyl-methyl)-3,3-difluoro-4-hydroxy-1-[(4-methoxyphenyl)methyl]pyrrolidin-2-one